CC=1C(NC=NN1)=O 6-methyl-1,2,4-triazin-5(4H)-one